COC=1C(=C(C=CC1)C=1C(=C(NC1)C(=O)OCC)C1=NC=CC(=C1)OC)C Ethyl 4-(3-methoxy-2-methylphenyl)-3-(4-methoxypyridin-2-yl)-1H-pyrrole-2-carboxylate